C(C)(=O)C1(C(C2=C(O1)C1=CC=CC=C1C(C2=O)=O)O)C(C)=O 2,2-diacetyl-3-hydroxy-2,3-dihydronaphtho[1,2-b]furan-4,5-dione